(S)-2-(4-(7-(8-chloro-7-fluoronaphthalen-1-yl)-8-fluoro-2-((1-(pyrrolidin-1-ylmethyl)cyclopropyl)methoxy)quinazolin-4-yl)-1-(2-fluoroacryloyl)piperazin-2-yl)acetonitrile ClC=1C(=CC=C2C=CC=C(C12)C1=CC=C2C(=NC(=NC2=C1F)OCC1(CC1)CN1CCCC1)N1C[C@@H](N(CC1)C(C(=C)F)=O)CC#N)F